propargyl-2',3'-dideoxyinosine C(C#C)[C@@]1(CC[C@@H](CO)O1)N1C=NC=2C(O)=NC=NC12